C(C)(C)(C)OC([C@H](NP(=O)(N[C@H](CC1=CC=CC=C1)C(=O)OCC(C)(C)C)OC1=C(C(=C(C(=C1F)F)F)F)F)CC1=CC=CC=C1)=O (R)-N-[(pentafluorophenoxy)(((R)-1-(neopentyloxycarbonyl)-2-phenylethyl)amino)phosphoryl]-D-phenylalanine tert-butyl ester